N-[5-(2-{6-[(3R)-3-Aminopiperidine-1-carbonyl]-4-methoxy-3-methylpyrazolo[1,5-a]pyridin-2-yl}-1-(cyclopropylmethyl)-1H-indol-6-yl)pyridin-2-yl]acetamide N[C@H]1CN(CCC1)C(=O)C=1C=C(C=2N(C1)N=C(C2C)C=2N(C1=CC(=CC=C1C2)C=2C=CC(=NC2)NC(C)=O)CC2CC2)OC